(2S,4S)-1-((R)-2-(2-naphthoylamino)-3-cyclohexylpropionyl)-N-(1-amino-2-hydroxy-1-oxohex-5-en-3-yl)-4-(5-(2-hydroxyprop-2-yl)-1H-1,2,3-triazol-1-yl)pyrrolidine-2-carboxamide C1=C(C=CC2=CC=CC=C12)C(=O)N[C@@H](C(=O)N1[C@@H](C[C@@H](C1)N1N=NC=C1C(C)(C)O)C(=O)NC(C(C(=O)N)O)CC=C)CC1CCCCC1